cis-3-(3-(3-methyl-1-(4-methyl-4H-1,2,4-triazol-3-yl)cyclobutyl)phenyl)-7-(1-((1-methylcyclobutyl)amino)ethyl)-9-(trifluoromethyl)-4H-pyrido[1,2-a]pyrimidin-4-one CC1CC(C1)(C1=NN=CN1C)C=1C=C(C=CC1)C1=CN=C2N(C1=O)C=C(C=C2C(F)(F)F)C(C)NC2(CCC2)C